The molecule is a withanolide that is 5,6:22,26-diepoxyergosta-2,24-diene-1,26-dione substituted by hydroxy groups at positions 4 and 27 (the 4beta,5beta,6beta,22R stereoisomer). Isolated from Physalis longifolia, it exhibits cytotoxic activity. It has a role as an antineoplastic agent and an apoptosis inducer. It is a delta-lactone, a 4-hydroxy steroid, an enone, an ergostanoid, a secondary alcohol, a withanolide, a 27-hydroxy steroid, a primary alcohol and an epoxy steroid. CC1=C(C(=O)O[C@H](C1)[C@@H](C)[C@H]2CC[C@@H]3[C@@]2(CC[C@H]4[C@H]3C[C@@H]5[C@]6([C@@]4(C(=O)C=C[C@@H]6O)C)O5)C)CO